4-nitrophenyl 4-[(R)-[4,5-dichloro-2-(prop-2-en-1-yloxy)phenyl]([[(R)-2-methylpropane-2-sulfinyl]amino])methyl]piperidine-1-carboxylate ClC1=CC(=C(C=C1Cl)[C@@H](C1CCN(CC1)C(=O)OC1=CC=C(C=C1)[N+](=O)[O-])N[S@](=O)C(C)(C)C)OCC=C